methacryloxy-propyl-trimethoxysilane C(C(=C)C)(=O)OCO[Si](OC)(OC)CCC